C(C)NC1=NC=CC(=C1)C=1N(N=CC1C1=NN=CN1C)C N-ethyl-4-[2-methyl-4-(4-methyl-1,2,4-triazol-3-yl)pyrazol-3-yl]Pyridin-2-amine